C1(=CC=CC2=CC3=CC=CC=C3C=C12)C1=CC=CC2=CC3=CC=CC=C3C=C12 1,1'-bianthracenyl